C(#N)N=C(NC1(CC1)[C@H](CC=1C=C2C=NNC2=CC1)N(C)C)N[C@@H]1CC2=CC=CC=C2CC1 2-cyano-1-(1-((1S)-1-(dimethylamino)-2-(1H-indazol-5-yl)ethyl)cyclopropyl)-3-((S)-1,2,3,4-tetrahydronaphthalen-2-yl)guanidine